FC=1C=C(C=CC1C1=NC=2C=CNC(C2C(=C1)NC1=NC=C(C=C1)N1CC([C@@H](CC1)O)(C)C)=O)NC(=O)C1CCCCC1 (R)-N-(3-fluoro-4-(4-((5-(4-hydroxy-3,3-dimethyl-piperidin-1-yl)pyridin-2-yl)amino)-5-oxo-5,6-dihydro-1,6-naphthyridin-2-yl)phenyl)cyclohexanecarboxamide